P12PCCCC3CCCC3CCCCCC(CC1)C2 diphosphatricyclo[14.2.1.06,10]nonadecan